OC1=CC=C(C=C1)/C=C/C(=O)O (2E)-3-(4-hydroxyphenyl)prop-2-enoic acid